N1(N=CC=C1)CC1=CC(=C(C#N)C(=C1)F)OC(F)F 4-((1H-pyrazol-1-yl)methyl)-2-(difluoromethoxy)-6-fluorobenzonitrile